(M)-4-(4-propenoyl-cis-3,5-dimethylpiperazin-1-yl)-7-chloro-6-fluoro-1-(2-isopropyl-4-methylpyridin-3-yl)pyrido[2,3-d]Pyrimidin-2(1H)-one C(C=C)(=O)N1[C@@H](CN(C[C@@H]1C)C=1C2=C(N(C(N1)=O)C=1C(=NC=CC1C)C(C)C)N=C(C(=C2)F)Cl)C